2-(((3-((1-(4-chlorophenyl)-2-(6'-(difluoromethoxy)spiro[cyclopropane-1,3'-indolin]-1'-yl)-2-oxoethyl)amino)-5-methoxybenzylidene)amino)oxy)-2-methylpropanoic acid ClC1=CC=C(C=C1)C(C(=O)N1CC2(C3=CC=C(C=C13)OC(F)F)CC2)NC=2C=C(C=NOC(C(=O)O)(C)C)C=C(C2)OC